(3R)-3-(4-Chlorophenyl)-2-[(5-chloropyridin-2-yl)methyl]-4-fluoro-6-[1-hydroxy-1-(1-methyl-1H-pyrazol-4-yl)ethyl]-3-[(3S)-oxolan-3-yloxy]-2,3-dihydro-1H-isoindol-1-on ClC1=CC=C(C=C1)[C@@]1(N(C(C2=CC(=CC(=C12)F)C(C)(C=1C=NN(C1)C)O)=O)CC1=NC=C(C=C1)Cl)O[C@@H]1COCC1